2-(1-ethoxyvinyl)pyridine C(C)OC(=C)C1=NC=CC=C1